4-(5-chloro-2-methoxyphenyl)-N-[6-(4-cyanophenyl)thiazolo[4,5-b]pyrazin-2-yl]-6-methylnicotinamide sodium salt [Na].ClC=1C=CC(=C(C1)C1=CC(=NC=C1C(=O)NC=1SC=2C(=NC=C(N2)C2=CC=C(C=C2)C#N)N1)C)OC